5-((3-(cis-3-(3-cyclopropyl-4-(7-(tetrahydro-2H-pyran-4-yl)quinoxalin-2-yl)-1H-pyrazol-1-yl)cyclobutyl)propyl)amino)-2-(2,6-dioxopiperidin-3-yl)isoindoline-1,3-dione C1(CC1)C1=NN(C=C1C1=NC2=CC(=CC=C2N=C1)C1CCOCC1)[C@H]1C[C@H](C1)CCCNC=1C=C2C(N(C(C2=CC1)=O)C1C(NC(CC1)=O)=O)=O